4-methyl-3-oxo-2-azabicyclo[3.1.0]hexane-4-Formic acid CC1(C(NC2CC12)=O)C(=O)O